methyl (4-(morpholine-4-carbonyl)phenyl)carbamate N1(CCOCC1)C(=O)C1=CC=C(C=C1)NC(OC)=O